methylmanganese C[Mn]